2-((1s,3s)-3-(6-(2-hydroxy-6-methyl-4-(trifluoromethyl)phenyl)-2H-pyrazolo[3,4-b]pyrazin-2-yl)cyclobutyl)acetonitrile OC1=C(C(=CC(=C1)C(F)(F)F)C)C=1C=NC=2C(N1)=NN(C2)C2CC(C2)CC#N